Cl.NC(CC(=O)OC)C1=CC=C(C=C1)S(=O)(=O)CC methyl (2S)-3-amino-3-(4-(ethylsulfonyl)phenyl)propionate hydrochloride